CC=1N=NC(=CC1)C=1C=NN(C1)C1OCCCC1 3-methyl-6-(1-(tetrahydro-2H-pyran-2-yl)-1H-pyrazol-4-yl)pyridazine